(R)-N-(8-((2,6-dimethylbenzyl)amino)-2,3-dimethylimidazo[1,2-a]pyridin-6-yl)azetidine-2-carboxamide hydrochloride Cl.CC1=C(CNC=2C=3N(C=C(C2)NC(=O)[C@@H]2NCC2)C(=C(N3)C)C)C(=CC=C1)C